1-(4-bromo-2-(oxiran-2-ylmethoxy)phenyl)ethan-1-one BrC1=CC(=C(C=C1)C(C)=O)OCC1OC1